6-[6-((R)-1-Hydroxymethyl-2-methylpropylamino)-pyrazin-2-yl]-1-methyl-3,4-dihydro-1H-chinolin-2-on OC[C@@H](C(C)C)NC1=CN=CC(=N1)C=1C=C2CCC(N(C2=CC1)C)=O